7-(6-(dimethylamino)-7-(5-methyl-1H-indazol-4-yl)-2-(((S)-1-methylpyrrolidin-2-yl)methoxy)quinazolin-4-yl)-2,7-diazaspiro[3.5]nonane-2-carboxylic acid tert-butyl ester C(C)(C)(C)OC(=O)N1CC2(C1)CCN(CC2)C2=NC(=NC1=CC(=C(C=C21)N(C)C)C2=C1C=NNC1=CC=C2C)OC[C@H]2N(CCC2)C